C(C)(C)(C)OC(=O)N1CCC2(CC(C2)OS(=O)(=O)C2=CC=C(C)C=C2)CC1 tert-butyl-2-(tosyloxy)-7-azaspiro[3.5]nonane-7-carboxylate